C(C)OC(=O)C(=CC1=NC=C(C(=O)OCC)C=C1[N+](=O)[O-])CC ethyl 6-(2-(ethoxycarbonyl)but-1-en-1-yl)-5-nitronicotinate